OC1CC2(CN(C2)C2=NOC(=C2)C(C(=O)OCC)C(C)C)C1 ethyl 2-[3-(6-hydroxy-2-azaspiro[3.3]heptan-2-yl)isoxazol-5-yl]-3-methyl-butanoate